CC1(C(NC2=NC=CC(=C21)CN2C(N(C(C2(C)C)=O)C2=CC=C(C=C2)SC(F)(F)F)=O)=O)C 1-((3,3-dimethyl-2-oxo-2,3-dihydro-1H-pyrrolo[2,3-b]pyridin-4-yl)methyl)-5,5-dimethyl-3-(4-((trifluoromethyl)thio)phenyl)imidazolidine-2,4-dione